S1C=NC2=C1C=C(N2)C(=O)NN 4H-pyrrolo[2,3-d]thiazole-5-carbohydrazide